ethyl (R)-4-chloro-3-nitro-5-(oxiran-2-ylmethoxy)benzoate ClC1=C(C=C(C(=O)OCC)C=C1OC[C@@H]1OC1)[N+](=O)[O-]